N-([2S]-2-methylbutyl)amid C[C@H](C[NH-])CC